C(C)(C)(C)C=1C(=C(C=C(C1)C)CCC(=O)O)O.C(C)(C)(C)C=1C(=C(C=C(C1)C)CCC(=O)O)O.C(COC=C)OC=C ethylene bis(oxyethylene) bis[3-(5-tertiary butyl-4-hydroxy-m-tolyl) propionate]